methyl-(R)-2-(2-(benzyloxy)propanamido)-6-methoxyisonicotinic acid CC1=C(C(=O)O)C=C(N=C1NC([C@@H](C)OCC1=CC=CC=C1)=O)OC